CC=1N=C2N(C=CC(=C2COC2CCN(CC2)C(=O)OC(C)(C)C)NC(=O)[C@H]2OCCC2)C1 tert-butyl 4-[(2-methyl-7-([(2S)-oxolane-2-carbonyl]amino)imidazo[1,2-a]pyridin-8-yl)methoxy]piperidine-1-carboxylate